C(#N)C=1C=C(C(=NC1)COC1=NC(=NC=C1F)C1=CC(=C(CC2=NC=3C(=NC(=CC3)C(=O)O)N2C[C@H]2OCC2)C=C1)F)F (S)-2-(4-(4-((5-cyano-3-fluoropyridin-2-yl)methoxy)-5-fluoropyrimidin-2-yl)-2-fluorobenzyl)-3-(oxetan-2-ylmethyl)-3H-imidazo[4,5-b]pyridine-5-carboxylic acid